ClC1=C(C=C(C(=C1)F)F)[C@H]([C@H](C)C=1N(C(C(=C(N1)C(=O)NC=1C=NOC1)O)=O)C)C=1C=NN(C1)CCOC 2-((1r,2s)-1-(2-chloro-4,5-difluorophenyl)-1-(1-(2-methoxyethyl)-1H-pyrazol-4-yl)propan-2-yl)-5-hydroxy-N-(isoxazol-4-yl)-1-methyl-6-oxo-1,6-dihydropyrimidine-4-carboxamide